C(C)(C)(C)OC(=O)N1CCC2(C(N3[C@H](O2)CC[C@H]3C(=O)O)=O)CC1 (5'S,7a'R)-3'-oxotetrahydro-3'H-spiro[piperidine-4,2'-pyrrolo[2,1-b]oxazole]-1,5'-dicarboxylic acid 1-(tert-butyl) ester